CN1N=CC(=C1C)C=1C=C2C(=CN(C=C2)CC=2SC3=C(N2)C=CC(=C3)C)N1 2-{[2-(1,5-dimethyl-1H-pyrazol-4-yl)-6H-pyrrolo[2,3-c]pyridin-6-yl]methyl}-6-methyl-1,3-benzothiazole